N2-(3-(5-isobutoxy-pyrazin-2-yl)-1,2,4-thiadiazol-5-yl)-N3,N3-dimethyl-pyridine-2,3-diamine C(C(C)C)OC=1N=CC(=NC1)C1=NSC(=N1)NC1=NC=CC=C1N(C)C